tris(3-hydroxypropyl)phosphine OCCCP(CCCO)CCCO